3-Hydroxypropyl Furfurate C(C1=CC=CO1)(=O)OCCCO